C(C)C1=C(C=C(NC1=O)N1N=C(C=C1C(C(=O)N)C)C)C (1-(5-ethyl-4-methyl-6-oxo-1,6-dihydropyridin-2-yl)-3-methyl-1H-pyrazol-5-yl)propanamide